benzyl (R)-4-((4-(3-(2-(benzyloxy)-6-hydroxypyridin-3-yl)-1-methyl-1H-indazol-7-yl)-3-methylpiperazin-1-yl)methyl)piperidine-1-carboxylate C(C1=CC=CC=C1)OC1=NC(=CC=C1C1=NN(C2=C(C=CC=C12)N1[C@@H](CN(CC1)CC1CCN(CC1)C(=O)OCC1=CC=CC=C1)C)C)O